2-(2,4-difluorophenyl)-6-methyl-4-(1-methyl-5-(3-(oxetan-3-yl)phenyl)-2-oxo-1,2-dihydropyridin-4-yl)-1,6-dihydro-7H-pyrrolo[2,3-c]pyridin-7-one FC1=C(C=CC(=C1)F)C1=CC2=C(C(N(C=C2C2=CC(N(C=C2C2=CC(=CC=C2)C2COC2)C)=O)C)=O)N1